ClC=1C=C(OC2CN(CC2)C(=O)OC(C)(C)C)C=C(C1)[N+](=O)[O-] tert-butyl 3-(3-chloro-5-nitro-phenoxy)pyrrolidine-1-carboxylate